[2H]C1=C2C(=NC=NC2=CC(=C1[2H])N1CCOCC1)C=1C=C(C=CC1F)C(O)C1=NC=CN=C1C [3-(5,6-Dideuterio-7-morpholino-quinazolin-4-yl)-4-fluorophenyl]-(3-methylpyrazin-2-yl)-methanol